2-(4-chloro-3-fluorophenoxy)-N-(4-{[2-(4-chlorophenoxy)ethyl]amino}-3-hydroxy-bicyclo[2.2.2]octan-1-yl)acetamide ClC1=C(C=C(OCC(=O)NC23CC(C(CC2)(CC3)NCCOC3=CC=C(C=C3)Cl)O)C=C1)F